FC1(C(CCCC1)N[C@@H]1[C@H](CCCC1)CC=1C=C2CN(C(C2=CC1)=O)C1C(NC(CC1)=O)=O)F 3-(5-(((1R,2S)-2-((2,2-difluorocyclohexyl)amino)cyclohexyl)methyl)-1-oxoisoindolin-2-yl)piperidine-2,6-dione